potassium p-ethylbenzenesulfonate C(C)C1=CC=C(C=C1)S(=O)(=O)[O-].[K+]